CS(=O)(=O)C1CN(CC1)C1=NC=C(C=N1)C1=CC2=C(N=C3COC[C@@H](N32)C3=CC=CC=C3)C=C1 (4S)-7-(2-(3-(methyl-sulfonyl)pyrrolidin-1-yl)pyrimidin-5-yl)-4-phenyl-3,4-dihydro-1H-benzo[4,5]imidazo[2,1-c][1,4]oxazine